(4-(3,6-dimethylpyrazin-2-yl)piperazin-1-yl)(5-((quinolin-6-yloxy)methyl)isoxazol-3-yl)methanone CC=1C(=NC(=CN1)C)N1CCN(CC1)C(=O)C1=NOC(=C1)COC=1C=C2C=CC=NC2=CC1